Tert-butyl 2-((4-((4-(3-hydroxy-3,5-dimethylpiperidin-1-yl)-5-(trifluoromethyl)pyrimidin-2-yl)amino)-3-methylphenyl)sulfonyl)-7-azaspiro[3.5]nonane-7-carboxylate OC1(CN(CC(C1)C)C1=NC(=NC=C1C(F)(F)F)NC1=C(C=C(C=C1)S(=O)(=O)C1CC2(C1)CCN(CC2)C(=O)OC(C)(C)C)C)C